C(C)(C)(C)C1=NN2C(N=CC=C2)=C1C(=O)NC1=CC2=CN(N=C2C=C1C(C)(C)O)C1CCC(CC1)C=O 2-Tert-butyl-N-[2-(4-formylcyclohexyl)-6-(1-hydroxy-1-methyl-ethyl)indazol-5-yl]pyrazolo[1,5-a]pyrimidine-3-carboxamide